Manganite [Mn](=O)([O-])[O-]